4-phenyl-2-(((tetrahydro-2H-pyran-4-yl)methyl)amino)-5,7-dihydro-6H-pyrrolo[3,4-d]pyrimidine-6-carbonitrile C1(=CC=CC=C1)C=1C2=C(N=C(N1)NCC1CCOCC1)CN(C2)C#N